(S)-3-iodo-1-(pyrrolidin-3-yl)-1H-pyrazolo[3,4-d]Pyrimidin-4-amine IC1=NN(C2=NC=NC(=C21)N)[C@@H]2CNCC2